1-formyl-tryptophan C(=O)N1C=C(C[C@H](N)C(=O)O)C2=CC=CC=C12